(Z)-6-(5-fluoro-2-oxoindolin-3-ylidene)-2-methyl-4-phenyl-1,4,5,6-tetrahydrocyclopenta[b]pyrrole-3-carboxylic acid FC=1C=C2/C(/C(NC2=CC1)=O)=C/1\CC(C2=C1NC(=C2C(=O)O)C)C2=CC=CC=C2